ClC=1C=C(C=CC1)C(C)NC(=O)NC1=CC=C(C=C1)S(=O)(=O)CC=1C=C2CN(CC2=CC1)C 1-(1-(3-chlorophenyl)ethyl)-3-(4-(((2-methylisoindolin-5-yl)methyl)sulfonyl)phenyl)urea